6-chloro-8-(7-(difluoromethyl)-6-(1-methyl-1H-pyrazol-4-yl)-3,4-dihydroquinolin-1(2H)-yl)-3,4-dihydroisoquinoline-2(1H)-carboxylic acid tert-butyl ester C(C)(C)(C)OC(=O)N1CC2=C(C=C(C=C2CC1)Cl)N1CCCC2=CC(=C(C=C12)C(F)F)C=1C=NN(C1)C